2-[4-[N-methyl-3-(4-methylpiperazin-1-yl)anilino]phenoxy]pyrido[3,4-d]pyrimidin-4-ol CN(C1=CC(=CC=C1)N1CCN(CC1)C)C1=CC=C(OC=2N=C(C3=C(N2)C=NC=C3)O)C=C1